C(C)[C@@]1(OC=2C(C(CC1)C(=C)C)=C(C=C(C2)CCC)O)C (2S)-2-Ethyl-2-methyl-5-prop-1-en-2-yl-8-propyl-4,5-dihydro-3H-1-benzoxepin-6-ol